(S)-N-(3-(6-amino-3,3-difluoro-2-(fluoromethyl)-2,3,4,5-tetrahydropyridin-2-yl)-4-fluorophenyl)-5-cyanopyridineamide NC=1CCC([C@@](N1)(CF)C=1C=C(C=CC1F)NC(=O)C1=NC=C(C=C1)C#N)(F)F